(R)-5-(1-(2-(2-methoxyphenyl)-2-((tetrahydro-2H-pyran-4-yl)oxy)ethyl)-5-methyl-2,4-dioxo-1,4-dihydrothieno[2,3-d]pyrimidin-3(2H)-yl)nicotinic acid ethyl ester C(C)OC(C1=CN=CC(=C1)N1C(N(C2=C(C1=O)C(=CS2)C)C[C@H](OC2CCOCC2)C2=C(C=CC=C2)OC)=O)=O